(2S,3S,4S,5R)-N-(4-carbamoyl-2-methoxyphenyl)-6'-chloro-4-(3-chloro-2-fluorophenyl)-2-(2,2-dimethylpropyl)-1',2'-dihydrospiro[pyrrolidine-3,3'-pyrrolo[3,2-c]pyridine]-5-carboxamide C(N)(=O)C1=CC(=C(C=C1)NC(=O)[C@H]1[C@@H]([C@]2(CNC3=C2C=NC(=C3)Cl)[C@@H](N1)CC(C)(C)C)C1=C(C(=CC=C1)Cl)F)OC